3-benzenesulfonyl-benzenesulfonic acid C1(=CC=CC=C1)S(=O)(=O)C=1C=C(C=CC1)S(=O)(=O)O